C(C)(C)(C)C1=C(C(=NC(=C1)C(F)(F)F)N)C tert-butyl-3-methyl-6-(trifluoromethyl)pyridin-2-amine